niobium Palladium [Pd].[Nb]